platinum-calcium [Ca].[Pt]